ClC=1C(=NC=C(C=O)C1)C 5-chloro-6-methylnicotinaldehyde